furo[2,3-b]pyran O1C=CC=2C1OC=CC2